1-methoxy-4-(methylsulfinyl)benzene COC1=CC=C(C=C1)S(=O)C